N1(CCOCC1)C1=NC=NC(=N1)N 6-morpholin-4-yl-1,3,5-triazin-2-amine